pyrano[4,3-c]pyridin-1-one C1(OC=CC=2C=NC=CC21)=O